C(C)O[Si](OCC)(OCC)CN1CCNCC1 1-(triethoxysilylmethyl)hexahydro-1,4-diazine